PYRROLIDINAMIDE N1(CCCC1)C(=O)N